(4aS,5aR)-3-(6-Bromo-5-fluoro-3H-imidazo[4,5-b]pyridin-2-yl)-5a-methyl-1-((2-(trimethylsilyl)ethoxy)methyl)-1,4,4a,5,5a,6-hexahydrocyclopropa[f]indazole BrC=1C=C2C(=NC1F)NC(=N2)C2=NN(C=1C[C@@]3([C@H](CC21)C3)C)COCC[Si](C)(C)C